N-(3-(1-((2-amino-5-chloropyridin-3-yl)oxy)cyclopropyl)phenyl)-3-methylbenzamide NC1=NC=C(C=C1OC1(CC1)C=1C=C(C=CC1)NC(C1=CC(=CC=C1)C)=O)Cl